ClC=1C=C(C=C(C1)Cl)S(=O)(=O)NC1=CC=C(C=C1)S(NC1=CC(=C(C=C1)F)Cl)(=O)=O 3,5-dichloro-N-(4-(N-(3-chloro-4-fluorophenyl)sulfamoyl)phenyl)benzenesulfonamide